C(C1=CC=CC=C1)NC(N(C1=NC=C(C=C1)C=1C=NN(C1)C)[C@@H]1CC[C@H](CC1)NC1=NC=C(C(=N1)C1=CC(=NC=C1)OC)C#N)=O 3-benzyl-1-(trans-4-((5-cyano-4-(2-methoxypyridin-4-yl)pyrimidin-2-yl)amino)-cyclohexyl)-1-(5-(1-methyl-1H-pyrazol-4-yl)pyridin-2-yl)urea